FC1=CC=C(C=C1)C1=C(C=C2C(=N1)C=CN2CC2(CNCC2)F)C2=CC=C(C#N)C=C2 4-[5-(4-fluorophenyl)-1-[(3-fluoropyrrolidin-3-yl)methyl]pyrrolo[3,2-b]pyridin-6-yl]benzonitrile